O1CCC(=CC1)C1=CC=C2C=C(C(NC2=C1)=O)C(=O)O 7-(3,6-dihydro-2H-pyran-4-yl)-2-oxo-1,2-dihydroquinoline-3-carboxylic acid